OC(CCC[C@H](C=O)C)(C)C |r| (+-)-6-hydroxy-2,6-dimethylheptanal